C1NCC2=C(C=CC=C12)N[C@@H]1CC(N(C1)C)=O (R)-4-(isoindolin-4-ylamino)-1-methylpyrrolidin-2-one